CC=1C=C2C(C=C(OC2=C(C1)C(C)NC1=CC=CC=C1)C1=CC2=CN(N=C2C=C1)C1COC1)=O 2-((1-(6-Methyl-2-(2-(oxetan-3-yl)-2H-indazol-5-yl)-4-oxo-4H-chromen-8-yl)ethyl)amino)benzene